BrC1=CC=C(S1)S(=O)(=O)NC1=C(C(=CC=C1)Cl)N1CCC(CC1)(C)C 5-bromo-N-(3-chloro-2-(4,4-dimethylpiperidin-1-yl)phenyl)thiophene-2-sulfonamide